8-((2S,5R)-4-(1-(4-methoxy-3-(trifluoromethyl)phenyl)ethyl)-2,5-dimethylpiperazin-1-yl)-5-methyl-6-oxo-5,6-dihydro-1,5-naphthyridine-2-carbonitrile COC1=C(C=C(C=C1)C(C)N1C[C@@H](N(C[C@H]1C)C1=CC(N(C=2C=CC(=NC12)C#N)C)=O)C)C(F)(F)F